tert-butyl N-[2-[2-[3-[3-methyl-1-(1-methyl-2,6-dioxo-3-piperidyl)-2-oxo-benzimidazol-4-yl]prop-2-ynoxy]ethoxy]ethyl]carbamate CN1C(N(C2=C1C(=CC=C2)C#CCOCCOCCNC(OC(C)(C)C)=O)C2C(N(C(CC2)=O)C)=O)=O